vinylbenzylmethylmorpholinium sulfate S(=O)(=O)([O-])[O-].C(=C)C1[N+](CCOC1)(C)CC1=CC=CC=C1.C(=C)C1[N+](CCOC1)(CC1=CC=CC=C1)C